C(C)O[Si](CC(C)[Si](OCC)(OCC)OCC)(OCC)OCC 1,2-bis(triethoxy)silyl-propane